FC1=C(C=O)C(=C(C=C1F)F)F 2,3,5,6-tetrafluorobenzaldehyde